FC(F)(F)N1C(N=CC2=C1N=CC=C2)=O trifluoromethyl-pyrido[2,3-d]pyrimidin-2(1H)-one